2-(4-(((4-(4-Bromophenyl)-5-oxo-4,5-dihydro-1H-1,2,4-triazol-1-yl)meth-yl)thio)-2-methylphenoxy)acetic acid BrC1=CC=C(C=C1)N1C=NN(C1=O)CSC1=CC(=C(OCC(=O)O)C=C1)C